1-Azido-3,3-dimethylbutan-2-one N(=[N+]=[N-])CC(C(C)(C)C)=O